C(N)(OCCI)=O carbamic acid, 2-iodoethyl ester